(S)-N-(3-(1-((2-ethyl-2H-pyrazolo[3,4-b]pyrazin-6-yl)amino)ethyl)-4-methylphenyl)-2-(5-methylpyridin-2-yl)acetamide C(C)N1N=C2N=C(C=NC2=C1)N[C@@H](C)C=1C=C(C=CC1C)NC(CC1=NC=C(C=C1)C)=O